methyl 2-[4-(hydroxymethyl)cyclohexyl]-1,3-benzoxazole-5-carboxylate OCC1CCC(CC1)C=1OC2=C(N1)C=C(C=C2)C(=O)OC